C(CC=C)N[C@H](C(=O)N(CC(=O)OC(C)(C)C)C)CC1=CC=C(C=C1)C(F)(F)F tert-Butyl 2-[[(2S)-2-(but-3-enylamino)-3-[4-(trifluoromethyl)phenyl]propanoyl]-methyl-amino]acetate